O=C1NC(CCC1N1C(C2=CC=C(C=C2C1=O)N1CCN(CC1)C1CCN(CC1)C(=O)OCCCC)=O)=O Z-butyl 4-(4-(2-(2,6-dioxopiperidin-3-yl)-1,3-dioxoisoindolin-5-yl)piperazin-1-yl)piperidine-1-carboxylate